1-((3R,4R)-4-((tert-butyldiphenylsilyl)oxy)tetrahydrofuran-3-yl)piperazine [Si](C1=CC=CC=C1)(C1=CC=CC=C1)(C(C)(C)C)O[C@@H]1[C@@H](COC1)N1CCNCC1